6,7-diphenyl-2H-[1,2,4]triazolo[4,3-b][1,2,4]triazine-3-thione C1(=CC=CC=C1)C=1C(=NC=2N(N1)C(NN2)=S)C2=CC=CC=C2